C(C)(C)(C)OC(=O)N1C[C@H]([C@H](C1)F)NC(=O)[C@H]1CN(C[C@H](O1)C)C(=O)OCC1=CC=CC=C1 cis-benzyl (2R,6R)-2-[(1-tert-butoxycarbonyl-4-fluoro-pyrrolidin-3-yl)carbamoyl]-6-methyl-morpholine-4-carboxylate